CN(C(C=CCN1CCCCC1)=O)C\C=C\C=1C=CC=2N=CN=C(C2N1)NC1=CC(=C(C=C1)OC1=CC2=C(N(C=N2)C)C=C1)C N-Methyl-N-((E)-3-(4-((3-methyl-4-((1-methyl-1H-benzo[d]imidazol-5-yl)oxy)phenyl)amino)pyrido[3,2-d]pyrimidin-6-yl)allyl)-4-(piperidin-1-yl)but-2-enamide